5-(1'-((1-(4-((4-(2-(3-chloro-5-cyanophenyl)propan-2-yl)phenoxy)methyl)pyrimidin-2-yl)piperidin-4-yl)methyl)-[4,4'-bipiperidin]-1-yl)-N-(2,6-dioxopiperidin-3-yl)picolinamide ClC=1C=C(C=C(C1)C#N)C(C)(C)C1=CC=C(OCC2=NC(=NC=C2)N2CCC(CC2)CN2CCC(CC2)C2CCN(CC2)C=2C=CC(=NC2)C(=O)NC2C(NC(CC2)=O)=O)C=C1